FC1=C(C(=CC=C1C)[N+](=O)[O-])CNCC(=O)OC methyl 2-{[(2-fluoro-3-methyl-6-nitrophenyl)methyl]amino}acetate